C(C)(C)(C)OC(=O)N1CC(CCC1)C(=O)C1=CC2=CC=C(C=C2C=C1)C#N 3-(6-cyano-2-naphthoyl)piperidine-1-carboxylic acid tert-butyl ester